C(#C)C=1C=C2C(=NN(C2=CC1)C(=O)OC(C)(C)C)F tert-Butyl 5-ethynyl-3-fluoro-1H-indazole-1-carboxylate